(cis)-4-{[3-(4-trifluoromethyl-benzenesulfonamido)-cyclobutyl-1-yl]-methyl-amino}-1H-pyrrolo[2,3-b]pyridin-5-carbonitrile FC(C1=CC=C(C=C1)S(=O)(=O)NC1CC(C1)=CNC1=C2C(=NC=C1C#N)NC=C2)(F)F